[Si].[Sn]=O tin oxide silicon